C(C)(C)(C)C1=NC(=NO1)C(=O)NCC1=C(C=C(C=C1)C1=NC=NN2C1=CC(=C2)C=2C=C1CN(CC1=CC2)CCC2=CC=C(C=C2)NC2C(NC(CC2)=O)=O)C 5-tert-butyl-N-[[4-[6-[2-[2-[4-[(2,6-dioxo-3-piperidyl)amino]phenyl]ethyl]isoindolin-5-yl]pyrrolo[2,1-f][1,2,4]triazin-4-yl]-2-methyl-phenyl]methyl]-1,2,4-oxadiazole-3-carboxamide